C1(C(C1)C=1C(NN=C(C1)C=1C(=NC(=NC1)OC)OC)=O)C1CC1 4-([1,1'-bi(cyclopropane)]-2-yl)-6-(2,4-Dimethoxypyrimidin-5-yl)pyridazin-3(2H)-one